ethyl 6-acetyloxyhexanoate C(C)(=O)OCCCCCC(=O)OCC